2-(4-chloro-3-fluorophenoxy)-N-[(3s,6r)-6-[5-(trifluoromethyl)-2,3-dihydro-1H-isoindole-2-carbonyl]piperidin-3-yl]acetamide OXO-NONYL-ACETATE O=C(C(=O)O)CCCCCCCCC.ClC1=C(C=C(OCC(=O)N[C@@H]2CN[C@H](CC2)C(=O)N2CC3=CC=C(C=C3C2)C(F)(F)F)C=C1)F